FC=1C=2N(C=C(C1)NC(=O)C=1C=3N=C(C=NC3C(=CC1)N1C[C@H](CC1)NC)OC)C=C(N2)C (S)-N-{8-fluoro-2-methylimidazo[1,2-a]pyridin-6-yl}-3-methoxy-8-[3-(methylamino)pyrrolidin-1-yl]quinoxaline-5-carboxamide